[Cu+2].ClC1=CC=C(C=C1)C\C(\C(=O)NCC=1C=C2CN(C(C2=CC1)=O)C1C(NC(CC1)=O)=O)=N/O (E)-3-(4-chlorophenyl)-N-((2-(2,6-dioxopiperidin-3-yl)-1-oxoisoindolin-5-yl)methyl)-2-(hydroxyimino)propanamide copper(II)